FC=1C=C(C(=NC1)O)C=1N=C(C=2OCCNC2N1)N[C@@H]1CCC=2NC3=CC=CC=C3C2C1 (R)-5-fluoro-3-(4-((2,3,4,9-tetrahydro-1H-carbazol-3-yl)amino)-7,8-dihydro-6H-pyrimido[5,4-b][1,4]oxazin-2-yl)pyridin-2-ol